4-[5-[2-(Cyclopropanecarbonylamino)thiazol-5-yl]sulfanyl-2-methoxy-4-methyl-benzoyl]piperazine-1-carboxylic acid tert-butyl ester C(C)(C)(C)OC(=O)N1CCN(CC1)C(C1=C(C=C(C(=C1)SC1=CN=C(S1)NC(=O)C1CC1)C)OC)=O